(6aR,7R,10aS)-7,10a-dimethyl-8-oxo-2,4-diphenyl-5,6,6a,7,8,10a-hexahydrobenzo[h]quinazoline-9-carbonitrile C[C@H]1C(C(=C[C@@]2([C@@H]1CCC=1C(=NC(=NC21)C2=CC=CC=C2)C2=CC=CC=C2)C)C#N)=O